1-benzyl-6-((4-(ethoxy-methyl)-4-phenethyl-piperidin-1-yl)methyl)-1,4-dihydro-2H-benzo[d][1,3]oxazin-2-one citrate C(CC(O)(C(=O)O)CC(=O)O)(=O)O.C(C1=CC=CC=C1)N1C(OCC2=C1C=CC(=C2)CN2CCC(CC2)(CCC2=CC=CC=C2)COCC)=O